CC1=NC=C(C(=C1)C=1NC2=CC=C(C=C2C1C(C)C)C1CCN(CC1)C)C 2-(2,5-dimethylpyridin-4-yl)-3-isopropyl-5-(1-methylpiperidin-4-yl)-1H-indole